4-(1-Methyl-5-(5-(4-(oxetan-3-yl)piperazin-1-yl)pyridin-2-ylamino)-6-oxo-1,6-dihydropyridin-3-yl)-2-(4-oxo-7,8,9,10-tetrahydropyridazino[4,5-a]indolizin-3(4H)-yl)nicotinaldehyde CN1C=C(C=C(C1=O)NC1=NC=C(C=C1)N1CCN(CC1)C1COC1)C1=CC=NC(=C1C=O)N1N=CC=2C(=CN3CCCCC23)C1=O